9-(naphthalen-1-yl)-N-(triphenylen-1-yl)-9H-carbazol-2-amine C1(=CC=CC2=CC=CC=C12)N1C2=CC=CC=C2C=2C=CC(=CC12)NC1=CC=CC=2C3=CC=CC=C3C3=CC=CC=C3C12